4-Methoxy-7-(tetrahydro-pyran-4-yl)-thiazolo[4,5-c]pyridin-2-ylamine COC1=NC=C(C2=C1N=C(S2)N)C2CCOCC2